ClC1=C(C2=C(NC(O[C@@]23CN(CCC3)C(=O)C=3N(C=C(N3)\C(=C/C3(CC3)OC)\C3=CC=CC=C3)COCC[Si](C)(C)C)=O)C=C1)F (R,Z)-6-Chloro-5-fluoro-1'-(4-(2-(1-methoxycyclopropyl)-1-phenylvinyl)-1-((2-(trimethylsilyl)ethoxy)methyl)-1H-imidazole-2-carbonyl)spiro[benzo[d][1,3]oxazine-4,3'-piperidin]-2(1H)-one